ClC1=CC(=C(C=C1)C=1SC=C(N1)CC(=O)NC(C(=O)OCC)(C)C)C1CCOCC1 1-Ethyl 2-[[2-[2-(4-chloro-2-tetrahydropyran-4-yl-phenyl)thiazol-4-yl]acetyl]amino]-2-methyl-propanoate